C(C)(C)(C)OC(C1=C(C=CC(=C1)F)SC1=C(C=C(C=C1Cl)Cl)/C=N/S(=O)C(C)(C)C)=O 2-[2-[(E)-tert-butylsulfinyliminomethyl]-4,6-dichloro-phenyl]Sulfanyl-5-fluoro-benzoic acid tert-butyl ester